C1(CC1)C(C=1C=CC2=C(N=C(O2)C(C2CCC(CC2)(F)F)C2=NN(C(=C2)C(=O)N)C(C)C)C1)NC(CCC(F)(F)F)=O ((5-(cyclopropyl(4,4,4-trifluorobutanamido)methyl)benzo[d]oxazol-2-yl)(4,4-difluorocyclohexyl)methyl)-1-isopropyl-1H-pyrazole-5-carboxamide